2-(tert-butyl) 5,6-dimethyl isoindoline-2,5,6-tricarboxylate C1N(CC2=CC(=C(C=C12)C(=O)OC)C(=O)OC)C(=O)OC(C)(C)C